6-bromopyrido[3,4-d]pyrimidine-2,4(1H,3H)-dione BrC1=CC2=C(NC(NC2=O)=O)C=N1